2-(4-cyclopropyl-6-methoxypyrimidin-5-yl)-N-(4-(1-isopropyl-4-(trifluoromethyl)-1H-imidazol-2-yl)benzyl)-8-methyl-7H-purin-6-amine C1(CC1)C1=NC=NC(=C1C1=NC(=C2NC(=NC2=N1)C)NCC1=CC=C(C=C1)C=1N(C=C(N1)C(F)(F)F)C(C)C)OC